1,3-bis(2-pyridinyl)propane-1,3-dione N1=C(C=CC=C1)C(CC(=O)C1=NC=CC=C1)=O